C(C)(C)(C)OC(=O)N1C[C@@H](C[C@H](C1)C)OC=O (3R,5R)-3-(formyloxy)-5-methylpiperidine-1-carboxylic acid tert-butyl ester